ClC1=CN=C2C=CC(=NC2=C1C1OCCC1)OC 7-chloro-2-methoxy-8-tetrahydrofuran-2-yl-1,5-naphthyridine